CN1N=CC(=C1)C1=CC=2C(=NC=CC2N2CCNCC2)N1S(=O)(=O)C1=CC=CC=C1 2-(1-methyl-1H-pyrazol-4-yl)-1-(benzenesulfonyl)-4-(piperazin-1-yl)-1H-pyrrolo[2,3-b]pyridine